[Br-].SN1CN(C=C1)S 1,3-dimercaptoimidazole bromide